C(C)(C)(C)OC(NC(CO)(CO)C)=O (1,3-dihydroxy-2-methylpropan-2-yl)carbamic acid tert-butyl ester